ClC1=CC=C(C=C1)[C@H](C)NC(C[C@H]1N(CCC1)C)=O N-((S)-1-(4-chlorophenyl)ethyl)-2-((S)-1-methylpyrrolidin-2-yl)acetamide